(S)-5-(4-isobutyl-2-methylpiperazin-1-yl)-2-(4-isopropyl-5-(8-methoxy-[1,2,4]triazolo[1,5-a]pyridin-6-yl)-1H-pyrazol-3-yl)thiazolebenzylspiro[indoline-2,4'-piperidine]-3-ol C(C(C)C)N1CC(N(CC1)C1=CNC(S1)(C1=CC=CC=C1CN1CCC2(CC1)NC1=CC=CC=C1[C@@H]2O)C2=NNC(=C2C(C)C)C=2C=C(C=1N(C2)N=CN1)OC)C